BrC1=C(C=2C(N(C=C(C2S1)C(C)C)C)=O)C 2-bromo-3,5-dimethyl-7-propan-2-yl-thieno[3,2-c]pyridin-4-one